COC(=O)C=1C=C(OC2CN(C2)C(=O)OC(C)(C)C)C=C(C1C)C(F)(F)F tert-butyl 3-(3-(methoxycarbonyl)-4-methyl-5-(trifluoromethyl)phenoxy)azetidine-1-carboxylate